2'-methylacetoacetanilide CC1=C(NC(CC(=O)C)=O)C=CC=C1